neodymium (2-ethylhexyl) ((2-ethylhexyl) phosphonate) C(C)C(CP(OCC(CCCC)CC)([O-])=O)CCCC.[Nd+3].C(C)C(COP([O-])(=O)CC(CCCC)CC)CCCC.C(C)C(COP([O-])(=O)CC(CCCC)CC)CCCC